Dimethyl 2,2-dinonylmalonate C(CCCCCCCC)C(C(=O)OC)(C(=O)OC)CCCCCCCCC